4-amino-9-(2-((1R,3S,5R)-3-((6-bromopyridin-2-yl)carbamoyl)-2-azabicyclo[3.1.0]Hex-2-yl)-2-oxoethyl)-9H-pyrimido[4,5-b]Indole-5-carboxylic acid ethyl ester C(C)OC(=O)C=1C=2C3=C(N(C2C=CC1)CC(=O)N1[C@@H]2C[C@@H]2C[C@H]1C(NC1=NC(=CC=C1)Br)=O)N=CN=C3N